N-{1-[(difluoromethoxy)methyl]cyclopropyl}-4H,5H,6H,7H-pyrazolo[1,5-a]pyrazine-3-carboxamide FC(OCC1(CC1)NC(=O)C=1C=NN2C1CNCC2)F